2-((S)-5-methyl-2-(5-methylisoxazole-3-carboxamido)hexanoyl)-1-(((S)-2-oxopyrrolidin-3-yl)methyl)hydrazine-1-carboxylic acid tert-butyl ester C(C)(C)(C)OC(=O)N(NC([C@H](CCC(C)C)NC(=O)C1=NOC(=C1)C)=O)C[C@H]1C(NCC1)=O